1-(2,5-dioxa-8-azaspiro[3.4]oct-8-yl)prop-2-en-1-one C1OCC12OCCN2C(C=C)=O